C12CCC(CC1)N2C2=NC(=CC1=C2N=C(N=C1)NC1=NC=2CCN(CC2C=C1)C(CN1CC(CC1)O)=O)[C@@H](C)O 1-[2-[[8-(7-azabicyclo[2.2.1]heptan-7-yl)-6-[(1R)-1-hydroxyethyl]pyrido[3,4-d]pyrimidin-2-yl]amino]-7,8-dihydro-5H-1,6-naphthyridin-6-yl]-2-(3-hydroxypyrrolidin-1-yl)ethanone